FC1=C(C(=CC=C1)F)C1=NN(C2=C1N=CNC1=C2C=C(C=N1)C=1CCN(CC1)CCF)CC1=CC=C(C=C1)OC (2,6-difluorophenyl)-9-(1-(2-fluoroethyl)-1,2,3,6-tetrahydropyridin-4-yl)-1-(4-methoxybenzyl)-1,6-dihydropyrazolo[4,3-d]pyrido[3,2-f][1,3]diazepine